bicyclo[1.1.1]pentane-2-amine C12C(C(C1)C2)N